27-Methyl-16-tetracontene CC(CCCCCCCCCC=CCCCCCCCCCCCCCCC)CCCCCCCCCCCCC